ON1C(CCC1=O)=O N-Hydroxysuccinimide